C(C)(=O)O.FC1=C(C(=CC2=C1N(C=N2)C)C(=O)N2CC(C2)(O)[C@H]2NCCCC2)NC2=C(C=C(C=C2)I)F 1-({7-fluoro-6-[(2-fluoro-4-iodophenyl)amino]-1-methyl-1H-benzimidazol-5-yl}carbonyl)-3-[(2S)-piperidin-2-yl]Azetidin-3-ol acetate salt